4-amino-7-chloro-1-(2-chlorophenyl)quinolin-2(1H)-one NC1=CC(N(C2=CC(=CC=C12)Cl)C1=C(C=CC=C1)Cl)=O